trans-4-((4-(1-Cyclopropyl-1H-pyrazol-4-yl)pyridin-2-yl)((trans-4-(4-methoxy-3-methylphenyl)cyclohexyl)methyl)carbamoyl)-cyclohexanecarboxylic acid C1(CC1)N1N=CC(=C1)C1=CC(=NC=C1)N(C(=O)[C@@H]1CC[C@H](CC1)C(=O)O)C[C@@H]1CC[C@H](CC1)C1=CC(=C(C=C1)OC)C